tert-butyl (3-(5,6,7,8-tetrahydro-1,8-naphthyridin-2-yl)propyl)carbamate N1=C(C=CC=2CCCNC12)CCCNC(OC(C)(C)C)=O